ClC1=C(C(=CC=C1F)F)[C@H](C)OC1=NC(=NC=C1)C(=O)N[C@H](C)\C=C\S(=O)(=O)C ((S)-1-(2-chloro-3,6-difluorophenyl)ethoxy)-N-((R,E)-4-(methylsulfonyl)but-3-en-2-yl)pyrimidine-2-carboxamide